ClC=1C(=CC2=C(N(C(=N2)C2=CC=C3C=NNC3=C2)[C@H](CC(=O)O)C)C1)C(NC)=O (S)-3-(6-chloro-2-(1H-indazol-6-yl)-5-(methylcarbamoyl)-1H-benzo[d]imidazol-1-yl)butanoic acid